4-[(2-methoxyethyl)amino]-1-(2,2,2-trifluoroethyl)-1H-indol COCCNC1=C2C=CN(C2=CC=C1)CC(F)(F)F